C1(CC1)C=1C=C2C=CC=NC2=CC1OC 6-cyclopropyl-7-methoxyquinolin